6-((3-(4-methylpiperazin-1-yl)-1H-pyrazolo[3,4-b]pyridin-5-yl)methyl)-N-(5-(trifluoromethyl)pyridin-3-yl)-4,5,6,7-tetrahydrothieno[2,3-c]pyridine-3-carboxamide CN1CCN(CC1)C1=NNC2=NC=C(C=C21)CN2CC1=C(CC2)C(=CS1)C(=O)NC=1C=NC=C(C1)C(F)(F)F